C(C)(SCCNC(CCNC([C@@H](C(CO)(C)C)O)=O)=O)=O (R)-S-(2-(3-(2,4-dihydroxy-3,3-dimethylbutanamido)propanamido)ethyl) ethanethioate